FC=1C=C2NC(C=3N(C2=C(C1C=1C=C(C=C2C1NCC21CC1)F)F)C(=NN3)C)(C)C 7,9-Difluoro-8-(5-fluoro-spiro[1,2-dihydro-indole-3,1'-cyclopropane]-7-yl)-1,4,4-trimethyl-5H-[1,2,4]triazolo[4,3-a]quinoxaline